COC1=CC=C(C=NC2=CC=C(C#N)C=C2)C=C1 4-[(4-methoxybenzylidene)amino]benzonitrile